SCSC(SCSC1SCSC1SCS)C(SCS)SCS 4-[3,4-bis(mercaptomethylthio)-6-mercapto-2,5-dithiahexylthio]-5-mercaptomethylthio-1,3-dithiolane